ClC1=C(C=CC(=C1)Cl)C=1N(C(=C(N1)C(NN1CCCCC1)=O)CO)C1=CC=C(C(=O)OCC)C=C1 Ethyl 4-(2-(2,4-Dichlorophenyl)-5-(Hydroxymethyl)-4-(Piperidin-1-Ylcarbamoyl)-1H-Imidazol-1-Yl)Benzoate